5-bromo-4-(((tert-butyldimethylsilyl)oxy)methyl)-2-(trifluoromethyl)pyridine methyl-2-pyrazolo[1,5-b]pyridazin-6-ylacetate COC(CC=1C=CC=2N(N1)N=CC2)=O.BrC=2C(=CC(=NC2)C(F)(F)F)CO[Si](C)(C)C(C)(C)C